ClC=1C=C2C(=CNC2=CC1)C1NC2=CC=C(C=C2C1)Cl 5-Chloro-3-(5-chloroindolin-2-yl)-1H-indole